2-(cyclopentylamino)-4-((1R,3S)-3-hydroxycyclohexylamino)pyrimidine-5-carboxamide C1(CCCC1)NC1=NC=C(C(=N1)N[C@H]1C[C@H](CCC1)O)C(=O)N